1-[3-fluoro-5-(4-fluorophenyl)-6-methyl-2-pyridyl]ethanone FC=1C(=NC(=C(C1)C1=CC=C(C=C1)F)C)C(C)=O